3-bromo-4-chloro-N,N-dimethylbenzenesulfonamide BrC=1C=C(C=CC1Cl)S(=O)(=O)N(C)C